BrC=1C=C(CN2N=C(C=C2C(=O)N[C@H](C(=O)NC)CC2=CC(=CC=C2)Br)C=2C=C(C=CC2)C)C=CC1 (S)-1-(3-bromobenzyl)-N-(3-(3-bromophenyl)-1-(methylamino)-1-oxopropan-2-yl)-3-(m-tolyl)-1H-pyrazole-5-carboxamide